O=C1NC(CCC1C1=CC(=C(C=C1)N1CCC(CC1)CCN1CCC2(CC(C2)NC(C2=CC(=CC=C2)OC)=O)CC1)F)=O N-(7-(2-(1-(4-(2,6-dioxopiperidin-3-yl)-2-fluorophenyl)piperidin-4-yl)ethyl)-7-azaspiro[3.5]non-2-yl)-3-methoxybenzamide